FC1=C(C=CC=C1)CNC(CC1N(C(CC1)=O)CC1=CC=C(C=C1)C1=CC=CC=C1)=O N-[(2-fluorophenyl)methyl]-2-[5-oxo-1-[(4-phenylphenyl)methyl]pyrrolidin-2-yl]acetamid